ethyl (2R,3S)-2-amino-3-(tert-butoxycarbonylamino)-3-phenyl-propanoate N[C@@H](C(=O)OCC)[C@H](C1=CC=CC=C1)NC(=O)OC(C)(C)C